[13CH2]=[13CH][13C](=O)N acrylamide-13C3